C(C=C)OC(=O)N1C[C@H]2N(C(C3=C1C=C(C(=C3)OC)OCC3=CC=CC=C3)=O)CCC2 (S)-8-(Benzyloxy)-7-methoxy-5-oxo-2,3,11,11a-tetrahydro-1H-benzo[e]pyrrolo[1,2-a][1,4]diazepine-10(5H)-carboxylic acid allyl ester